N-(4'-((3-(methylsulfonyl)phenyl)amino)-5-(trifluoromethyl)-[2,3'-bipyridin]-6'-yl)acetamide CS(=O)(=O)C=1C=C(C=CC1)NC1=C(C=NC(=C1)NC(C)=O)C1=NC=C(C=C1)C(F)(F)F